C(=O)(OC(C)(C)C)N1CC2=C(C=CC=C2CC1)C(=O)O 2-Boc-1,2,3,4-tetrahydroisoquinoline-8-carboxylic acid